CN1C(C(=CC2=C(C=C(C=C12)OC1CCNCC1)C1N(C2=CC(=C(C=C2NC1)C#N)C=1C=NN(C1)C)C)C)=O [1,3-dimethyl-2-oxo-7-(4-piperidyloxy)-5-quinolyl]-1-methyl-7-(1-methylpyrazol-4-yl)-2,3-dihydroquinoxaline-6-carbonitrile